1-(4-vinylbenzyl)-pyridine tetrafluoroborate F[B-](F)(F)F.C(=C)C1=CC=C(CN2CC=CC=C2)C=C1